FC=1C=NC(=NC1)N1CCOC2=C(C1=O)C=C(C=C2)OC2=CC(=NC=C2)C=2C=NN(C2)C 4-(5-fluoropyrimidin-2-yl)-7-{[2-(1-methylpyrazol-4-yl)-4-pyridyl]oxy}-2,3-dihydro-1,4-benzoxazepin-5-one